methyl (5-(4-((2-(3-ethylureido)pyridin-4-yl)methyl)piperazin-1-yl)-6-methylpyridin-2-yl)carbamate C(C)NC(NC1=NC=CC(=C1)CN1CCN(CC1)C=1C=CC(=NC1C)NC(OC)=O)=O